C(C)(C)(C)OC(=O)N1[C@@](CCC1)(C=C(C)C)C.S1C(=NC=C1)[Zn].[Br] Bromine (thiazol-2-yl)zinc tert-butyl-(S)-2-methyl-2-(2-methylprop-1-en-1-yl)pyrrolidine-1-carboxylate